(±)-3-((2-methyl-6-(1-methyl-5-((((R)-1-phenylethoxy)carbonyl)amino)-1H-1,2,3-triazol-4-yl)pyridin-3-yl)oxy)cycloheptane-1-carboxylic Acid CC1=NC(=CC=C1OC1CC(CCCC1)C(=O)O)C=1N=NN(C1NC(=O)O[C@H](C)C1=CC=CC=C1)C